tert-butyl (S)-2-(1-(2-ethyl-6-(1-methyl-5-((2-oxo-5-(trifluoromethoxy)pyridin-1(2H)-yl)methyl)-1H-1,2,3-triazol-4-yl)pyridin-3-yl)-5,5-difluoropiperidin-3-yl)acetate C(C)C1=NC(=CC=C1N1C[C@H](CC(C1)(F)F)CC(=O)OC(C)(C)C)C=1N=NN(C1CN1C(C=CC(=C1)OC(F)(F)F)=O)C